FC=1C(=CC=2C3=C(NC(C2C1)=O)COC[C@@H]3N(C(C3=CC(=CC=C3)NS(=O)(=O)C)=O)C)F (R)-N-(8,9-difluoro-6-oxo-1,4,5,6-tetrahydro-2H-pyrano[3,4-c]isoquinolin-1-yl)-N-methyl-3-(methylsulfonamido)benzamide